C1(=CC=CC=C1)CCSSC(C(=O)O)C 2-[(2-phenylethanylthio)mercapto]propionic acid